N1(CCC2(CC1)CC1OC1C2)C(=O)OC(C)(C)C tert-butyl 6-oxaspiro[bicyclo[3.1.0]hexane-3,4'-piperidine]-1'-carboxylate